FC=1C=CN(C1C(NC1=CC(=C(C=C1)F)C)=O)C 4-fluoro-5-((4-fluoro-3-methyl-phenyl)carbamoyl)-1-methyl-1H-pyrrole